1-((2R,5S)-4-((R)-6-chloro-7-(3-cyclopropyl-5-methyl-1H-indazol-4-yl)-2-(1-cyclopropylpiperidin-4-ylamino)-8-fluoroquinazolin-4-yl)-2,5-dimethylpiperazin-1-yl)prop-2-en-1-one ClC=1C=C2C(=NC(=NC2=C(C1C1=C2C(=NNC2=CC=C1C)C1CC1)F)NC1CCN(CC1)C1CC1)N1C[C@H](N(C[C@@H]1C)C(C=C)=O)C